Cl.CC1N(CCCC1)C1CCNCC1 methyl[1,4'-bipiperidine] hydrochloride